2,2-dimethoxy-N-(trimethoxysilylmethyl)-1-aza-2-silacyclopentane CO[Si]1(N(CCC1)C[Si](OC)(OC)OC)OC